4-(7-(3,6-Dihydro-2H-pyran-4-yl)-2-(3-phenyl-1H-pyrazol-1-yl)pyrido[3,2-d]pyrimidin-4-yl)morpholine O1CCC(=CC1)C1=CC=2N=C(N=C(C2N=C1)N1CCOCC1)N1N=C(C=C1)C1=CC=CC=C1